(±)-N-(5-bromo-4-chloro-2-fluorophenyl)-2-hydroxy-6,7,8,9-tetrahydro-5H-5,8-epiminocyclohepta[d]pyrimidine-10-carboxamide BrC=1C(=CC(=C(C1)NC(=O)N1C2CCC1CC=1N=C(N=CC12)O)F)Cl